FC(C1=CC=C(C=C1)S(=O)(=O)Cl)(F)F 4-(Trifluoromethyl)benzenesulfonyl chloride